(5S)-N-((4-chlorophenyl)(cycloheptyl)methyl)-2-oxooxazolidine-5-carboxamide ClC1=CC=C(C=C1)C(NC(=O)[C@@H]1CNC(O1)=O)C1CCCCCC1